1-(benzofuran-2-yl(1-(tert-butyl)-1H-tetrazol-5-yl)methyl)-4-(3,5-dichloropyridin-4-yl)piperazine O1C(=CC2=C1C=CC=C2)C(N2CCN(CC2)C2=C(C=NC=C2Cl)Cl)C2=NN=NN2C(C)(C)C